ClC1=CC2=C(NC(=N2)C23CC4(CC(CC(C2)C4)C3)NC(=O)C3=NC=CC=C3)C=C1 Pyridine-2-carboxylic acid [3-(5-chloro-1H-benzimidazol-2-yl)-adamantan-1-yl]-amide